(2-oxa-5-azabicyclo[2.2.1]heptan-5-yl)((1R,4r)-4-(4-((R)-3-((2,5,7-trimethyl-[1,2,4]triazolo[1,5-a]pyrimidin-6-yl)oxy)pyrrolidin-1-yl)phenyl)cyclohexyl)methanone C12OCC(N(C1)C(=O)C1CCC(CC1)C1=CC=C(C=C1)N1C[C@@H](CC1)OC=1C(=NC=3N(C1C)N=C(N3)C)C)C2